C(CCCC)SC1=CC=C(C=C1)C(C)=NNC(N)=N 2-(1-(4-(Pentylthio)phenyl)ethylidene)hydrazine-1-carboximidamide